[Si](C)(C)(C(C)(C)C)OCC1(CC1)COC=1N=C(C2=C(N1)C(=C(N=C2)Cl)F)N2CCOCC(C2)(O)C 4-(2-((1-(((tert-butyldimethylsilyl)oxy)methyl)cyclopropyl)methoxy)-7-chloro-8-fluoropyrido[4,3-d]pyrimidin-4-yl)-6-methyl-1,4-oxazepan-6-ol